C[C@@H]1N(CCC1)CC1=CC(=NC=C1)NC=1SC2=NC(=CC=C2N1)C1=CC=NC=C1 (S)-N-(4-((2-methyl-pyrrolidin-1-yl)methyl)-pyridin-2-yl)-5-(pyridin-4-yl)thiazolo[5,4-b]-pyridin-2-amine